ClC=1C=CC(=C(C(=O)NC2=CC=C(C=C2)S(=O)(=O)N2CCOCC2)C1)NS(=O)(=O)C=1SC(=CC1)Cl 5-chloro-2-[(5-chlorothiophen-2-yl)sulfonylamino]-N-(4-morpholin-4-ylsulfonylphenyl)benzamide